(2S,3S)-5-(tert-butyldimethylsilyloxy)-1-phenylpentane-2,3-diol [Si](C)(C)(C(C)(C)C)OCC[C@@H]([C@H](CC1=CC=CC=C1)O)O